C(C)C=1C=2N(C=CC1)N=C(C2)[C@H]2N(CCC1=C2N=CN1)C(=O)C=1OC(=NN1)C=1C=NN(C1)C (S)-(4-(4-ethylpyrazolo[1,5-a]pyridin-2-yl)-1,4,6,7-tetrahydro-5H-imidazo[4,5-c]pyridin-5-yl)(5-(1-methyl-1H-pyrazol-4-yl)-1,3,4-oxadiazol-2-yl)methanone